rac-malic acid C([C@H](O)CC(=O)O)(=O)O |r|